NC([C@H](CCC(=O)OC)N1C(C2=CC=CC(=C2C1)OCC1=CC=C(C=C1)CBr)=O)=O (S)-Methyl 5-amino-4-(4-(4-(bromomethyl)benzyloxy)-1-oxoisoindolin-2-yl)-5-oxopentanoate